ClC1=CC=C(C=C1)NC([C@@H](C)C1CCC2(CC1)COC1=C2C=CC(=C1)C(F)(F)F)=O (S)-N-(4-Chlorophenyl)-2-((3R,4's)-6-(trifluoromethyl)-2H-spiro[benzofuran-3,1'-cyclohexan]-4'-yl)propanamide